3-(7-hydroxy-3,4-dihydroisoquinolin-2(1H)-yl)piperidine-2,6-dione platinum [Pt].OC1=CC=C2CCN(CC2=C1)C1C(NC(CC1)=O)=O